CC1N(C(CC1)C)BBr (2,5-dimethyl-pyrrolidinyl)bromoborane